C(C)OC([C@]1(CN(CC1)C(C)(C)C=1C=CC(=NC1)C)CCC=1SC=CC1)C1=CC=NC=C1 |o1:4| 5-(2-((3R or S)-3-(ethoxy(pyridin-4-yl)methyl)-3-(2-(thiophen-2-yl)ethyl)pyrrolidin-1-yl)propan-2-yl)-2-methylpyridine